Methyl carbamate sulphate S(=O)(=O)(O)O.C(N)(OC)=O